3-benzyloxycyclohexane-1,2-disulfonate C(C1=CC=CC=C1)OC1C(C(CCC1)S(=O)(=O)[O-])S(=O)(=O)[O-]